O1C=C(C2=C1C=CC=C2)C[C@H](NC(\C=C\C=2C=C1COC3(C1=CC2)COCC3)=O)B(O)O (R)-2-(benzofuran-3-yl)-1-((E)-3-(4,5-dihydro-2H,3'H-spiro[furan-3,1'-isobenzofuran]-5'-yl)acrylamido)ethylboronic acid